CN1CC=2C(C=3C=CC=C(C13)NC(OC(C)(C)C)=O)=NN(C2)C([2H])([2H])[2H] tert-butyl (5-methyl-2-(methyl-d3)-4,5-dihydro-2H-pyrazolo[4,3-c]quinolin-6-yl)carbamate